N-[4-[4-[6-chloro-4-(trifluoromethyl)-2-pyridyl]piperazin-1-yl]sulfonylphenyl]-2-piperazin-1-yl-acetamide ClC1=CC(=CC(=N1)N1CCN(CC1)S(=O)(=O)C1=CC=C(C=C1)NC(CN1CCNCC1)=O)C(F)(F)F